tert-Butyl N-(2-((S)-2-(4-amino-3-chlorobenzamido)-3,3-dimethylbutanamido)-2-phenylacetamido)-N-((E)-4-(benzylamino)-4-oxobut-2-enoyl)glycinate NC1=C(C=C(C(=O)N[C@H](C(=O)NC(C(=O)NN(CC(=O)OC(C)(C)C)C(\C=C\C(=O)NCC2=CC=CC=C2)=O)C2=CC=CC=C2)C(C)(C)C)C=C1)Cl